CC1=CN(C2=NC=C(C=C21)N2C(NC=1C2=NC=CC1)=O)COCC[Si](C)(C)C 3-(3-methyl-1-((2-(trimethylsilyl)ethoxy)methyl)-1H-pyrrolo[2,3-b]pyridin-5-yl)-1H-imidazo[4,5-b]pyridin-2(3H)-one